pyrazino[1,2-a][1,8]naphthyridine N1=CC=CC=2C=CC=3N(C12)CC=NC3